1-(1-(5-chloro-6-methylpyrazin-2-yl)ethyl)-1H-1,2,3-triazole-4-carboxylic acid ClC=1N=CC(=NC1C)C(C)N1N=NC(=C1)C(=O)O